CC1=CC=C(C=C1)C1=NOC(=N1)NC1=CC=CC=C1 [3-(4-methylphenyl)-1,2,4-oxadiazol-5-yl]Aniline